C1(CC1)N(C1=CC(=C(C(=O)NC2=NNC3=CC=C(C=C23)CC2=CC(=CC(=C2)F)F)C=C1)NC1CCOCC1)CCN1CCCC1 4-(cyclopropyl-(2-(pyrrolidin-1-yl)-ethyl)-amino)-N-(5-(3,5-difluorobenzyl)-1H-indazol-3-yl)-2-((tetrahydro-2H-pyran-4-yl)-amino)-benzamide